(E)-5-(2-([1,1'-biphenyl]-3-yl)vinyl)-2-hydroxybenzoic acid C1(=CC(=CC=C1)/C=C/C=1C=CC(=C(C(=O)O)C1)O)C1=CC=CC=C1